N'-((1-(trifluoromethyl)-1,2,3,5,6,7-hexahydro-s-indacen-4-yl)carbamoyl)-6,7-dihydro-5H-pyrazolo[5,1-b][1,3]oxazine-3-sulfonimidamide FC(C1CCC2=C(C=3CCCC3C=C12)NC(=O)N=S(=O)(N)C=1C=NN2C1OCCC2)(F)F